4-(3-(3,5-dichlorophenyl)-4,4,4-trifluoro-3-hydroxybutanoyl)-2-methylbenzoic acid ClC=1C=C(C=C(C1)Cl)C(CC(=O)C1=CC(=C(C(=O)O)C=C1)C)(C(F)(F)F)O